(S)-7-((3-fluoropyrrolidin-1-yl)methyl)-5-(trifluoromethyl)-1-((2-(trimethylsilyl)ethoxy)methyl)-1H-pyrazolo[4,3-b]pyridine F[C@@H]1CN(CC1)CC1=C2C(=NC(=C1)C(F)(F)F)C=NN2COCC[Si](C)(C)C